COC=1C=C(CN2C=C(C3=CC=CC=C23)C(=O)N2CCN(CC2)C2=NC=CC=N2)C=CC1 (1-(3-methoxybenzyl)-1H-indol-3-yl)(4-(pyrimidin-2-yl)piperazin-1-yl)methanone